1-n-butyl-4-hydroxy-3-n-propyl-5-isopropyl-pyrazole C(CCC)N1N=C(C(=C1C(C)C)O)CCC